Methyl 3-(3'-(4-chlorophenyl)-5-(4-methoxyphenyl)-1'-phenyl-3,4-dihydro-1'H,2H-[3,4'-bipyrazole]-2-carbonyl)benzoate ClC1=CC=C(C=C1)C1=NN(C=C1C1N(N=C(C1)C1=CC=C(C=C1)OC)C(=O)C=1C=C(C(=O)OC)C=CC1)C1=CC=CC=C1